2-(4-(7-(3,4-dihydroquinolin-1(2H)-yl)-2-((1-isopropylpyrrolidin-2-yl)methoxy)-5,6,7,8-tetrahydroquinazolin-4-yl)-1-(4-(pyrrolidin-1-yl)but-2-enoyl)piperazin-2-yl)acetonitrile N1(CCCC2=CC=CC=C12)C1CCC=2C(=NC(=NC2C1)OCC1N(CCC1)C(C)C)N1CC(N(CC1)C(C=CCN1CCCC1)=O)CC#N